The molecule is a hydroxychrysene that is chrysene in which the hydrogen at position 6 has been replaced by a hydroxy group. It is a metabolite of the polycyclic aromatic hydrocarbon chrysene. It has a role as a xenobiotic metabolite. C1=CC=C2C(=C1)C=CC3=C2C=C(C4=CC=CC=C34)O